9-(4-bromophenyl)-1,6-diazabicyclo[6.2.0]dec-3-ene BrC1=CC=C(C=C1)C1C2CNCC=CCN2C1